C(C1=CC=CC=C1)OC(=O)N1CCN(CC1)S(=O)(=O)C1=CC=C(C=C1)N1C(C[C@H](C1)N)=O 4-[4-[(4R)-4-amino-2-oxo-pyrrolidin-1-yl]phenyl]sulfonylpiperazine-1-carboxylic acid benzyl ester